NCC1CCC(CC1)C(=O)N1CC2=CC=CC=C2CC1 (S)-2-((1R,4R)-4-(aminomethyl)cyclohexane-1-carbonyl)-1,2,3,4-tetrahydroisoquinoline